beta-Alanyl-L-Lysine NCCC(=O)N[C@@H](CCCCN)C(=O)O